CN1C(=NC2=C1C=CC=C2)NC(=O)C2=CC=C(CN1CCN(CC1)C(=O)OC(C)(C)C)C=C2 tert-butyl 4-(4-((1-methyl-1H-benzo[d]imidazol-2-yl)carbamoyl)benzyl)piperazine-1-carboxylate